CC(CC(=O)O)CCCCC(CC(=O)O)C 3,8-dimethyldecanedioic acid